N-((3aS,4R,7S,7aR)-4-ethynyl-2,2-dimethyltetrahydro-4H-[1,3]dioxolo[4,5-c]pyran-7-yl)acetamide C(#C)[C@H]1OC[C@@H]([C@@H]2[C@H]1OC(O2)(C)C)NC(C)=O